(S)-N-((3R,4S)-4-hydroxytetrahydrofuran-3-yl)-2-(4-oxo-8-(pyridin-3-yl)-6-(6-(trifluoromethyl)pyridin-3-yl)pyrido[3,4-d]pyrimidin-3(4H)-yl)propionamide O[C@H]1[C@@H](COC1)NC([C@H](C)N1C=NC2=C(C1=O)C=C(N=C2C=2C=NC=CC2)C=2C=NC(=CC2)C(F)(F)F)=O